O-tert-butyl-L-β-homothreonine C(C)(C)(C)O[C@@H]([C@H](N)CC(=O)O)C